5-{2-amino-[1,2,4]triazolo[1,5-a]pyridin-7-yl}-N-{[2-(cyclobutylmethoxy)pyridin-3-yl]methyl}-2,6-dimethylpyridine-3-carboxamide NC1=NN2C(C=C(C=C2)C=2C=C(C(=NC2C)C)C(=O)NCC=2C(=NC=CC2)OCC2CCC2)=N1